N-(3-Aminophenyl)sulfonyl-6-methyl-2-(2,4,6-trimethylphenoxy)pyridin-3-carboxamid NC=1C=C(C=CC1)S(=O)(=O)NC(=O)C=1C(=NC(=CC1)C)OC1=C(C=C(C=C1C)C)C